ClC=1N=C(C2=C(N1)N(C=C2)[C@@H]2O[C@@]([C@H](C2)O)(CO)C#C)NC(CCCCCCCCCCCCC)=O N-(2-chloro-7-((2R,4S,5R)-5-ethynyl-4-hydroxy-5-(hydroxymethyl)tetrahydrofuran-2-yl)-7H-pyrrolo[2,3-d]pyrimidin-4-yl)tetradecanamide